6-((((1-acetylpiperidin-4-yl)methyl)amino)amino)pyrimidine-4-carboxylic acid methyl ester COC(=O)C1=NC=NC(=C1)NNCC1CCN(CC1)C(C)=O